(S)-4-(2-((tert-butoxycarbonyl) amino)-3-methoxy-3-oxopropyl)-2-chlorobenzoate C(C)(C)(C)OC(=O)N[C@@H](CC1=CC(=C(C(=O)[O-])C=C1)Cl)C(=O)OC